di-tert-butyl (2R,4R)-4-((6-chloro-3-fluoro-4-isobutyrylpyridin-2-yl) methyl)-2-methylpiperidine-1,4-dicarboxylate ClC1=CC(=C(C(=N1)C[C@@]1(C[C@H](N(CC1)C(=O)OC(C)(C)C)C)C(=O)OC(C)(C)C)F)C(C(C)C)=O